isothiocyanato-5',6'-dihydrospiro[cyclobutane-1,4'-pyrrolo[1,2-b]pyrazole] N(=C=S)C=1C=C2N(N1)CCC21CCC1